4-((2-((5-azaspiro[2.3]hex-5-yl)methyl)-6-fluorobenzyl)amino)-2,6-difluoro-N-(thiazol-4-yl)benzenesulfonamide C1CC12CN(C2)CC2=C(CNC1=CC(=C(C(=C1)F)S(=O)(=O)NC=1N=CSC1)F)C(=CC=C2)F